ClC=1C=C(C=C(C1F)F)NC(N(C)[C@@H]1COCC=2NC(C=3C=C(C=CC3C21)F)=O)=O (S)-3-(3-chloro-4,5-difluorophenyl)-1-(8-fluoro-6-oxo-1,4,5,6-tetrahydro-2H-pyrano[3,4-c]isoquinolin-1-yl)-1-methylurea